(R)-3-hydroxybutyric acid-(R)-hydroxybutyl ester OCCCCOC(C[C@@H](C)O)=O